BrC1=CC=2N(C(=C1)C)N=C(C2N=O)CC 5-bromo-2-ethyl-7-methyl-3-nitrosopyrazolo[1,5-a]pyridine